trifluoromethyl butyl phosphate P(=O)(OC(F)(F)F)(OCCCC)[O-]